C(C(O)C)(=O)OC(C)C.C(C(O)C)(=O)OC(C)C diisopropyl dilactate